NC=1C=2N(C=CN1)C(=NC2C2=CC=C(C(=O)NC1=NC=CC=C1)C=C2)[C@H]2N(CCC2)CCSC2=C1C(N(C(C1=CC=C2)=O)C2C(NC(CC2)=O)=O)=O 4-(8-Amino-3-((2S)-1-(2-((2-(2,6-dioxopiperidin-3-yl)-1,3-dioxoisoindoline-4-yl)thio)ethyl)pyrrolidin-2-yl)imidazo[1,5-a]pyrazin-1-yl)-N-(pyridin-2-yl)benzamide